bis(3-carboxyphenyl)(3-trifluoromethylphenyl)phosphine C(=O)(O)C=1C=C(C=CC1)P(C1=CC(=CC=C1)C(F)(F)F)C1=CC(=CC=C1)C(=O)O